Imidazo[1,5-d][1,4]Oxazine-3-carbaldehyde C1=NC(N2C=COC=C21)C=O